COCCN1N=CC(=C1)C1=CC=C(C=C1)NC(CC1=C(C=CC=2N1C=NC2)C2=CC=CC=C2)=O N-(4-(1-(2-methoxyethyl)-1H-pyrazol-4-yl)phenyl)-2-(6-phenylimidazo[1,5-a]pyridin-5-yl)acetamide